C(C1=CC=CC=C1)OC(=O)NC(C(=O)OCC1=CC=CC=C1)CNC(C1=CC(=CC(=C1)F)C1C(OCC1)CC)=O benzyl 2-(((benzyloxy)carbonyl)amino)-3-(3-(2-ethyltetrahydrofuran-3-yl)-5-fluorobenzamido)propanoate